ClC1=C(C=C(C=N1)OC1=C(C=C(C=C1)NC(CC1=C(C=CC=C1)Cl)=O)S(N)(=O)=O)F N-{4-[(6-chloro-5-fluoropyridin-3-yl)oxy]-3-sulfamoylphenyl}-2-(2-chlorophenyl)acetamide